C1(=CC=CC2=CC=CC=C12)B(O)O naphthalene-1-ylboronic acid